C(C1=CC=CC=C1)OC=1C(=NC=NC1OCC1=CC=CC=C1)CN1C(N(C(C1)C1=CC=C(C=C1)C#CC1=CC=C(C=C1)C(=O)N1CCS(CC1)=O)C(C)C)=O 1-((5,6-bis(benzyloxy)pyrimidin-4-yl)methyl)-3-isopropyl-4-(4-((4-(1-Oxothiomorpholine-4-carbonyl)phenyl)ethynyl)phenyl)imidazolin-2-one